COC=C1CC(C1)C(=O)O 3-(methoxymethylene)cyclobutanecarboxylic acid